ClC=1C=CC(=NC1)C1=NC(=NN1C1=C(C=C(C=C1)F)F)OCC(=O)Cl {[5-(5-Chloropyridin-2-yl)-1-(2,4-difluorophenyl)-1H-1,2,4-triazol-3-yl]oxy}acetyl chloride